Cl.C(C)N(CCOC(CC1=C(C=CC=C1)NC1=C(C=CC=C1Cl)Cl)=O)CC 2-[(2,6-dichlorophenyl)amino]phenylacetic acid 2-diethylaminoethyl ester hydrochloride